CN(C1=NC2=CC=CC=C2C=C1)C N,N-dimethyl-quinolin-2-amine